N1=C(N=C(C=C1)N1C(C2=CC(=C(C=C2C1)F)F)=O)C1=NC=CC=N1 2-([2,2'-bipyrimidin]-4-yl)-5,6-difluoroisoindolin-1-one